6-amino-2-(3,5-dimethyl-4-((5-(2-methylcyclopentyl)-6-oxo-1,6-dihydropyridazin-3-yl)methyl)phenyl)-1,2,4-triazine-3,5(2H,4H)-dione NC=1C(NC(N(N1)C1=CC(=C(C(=C1)C)CC1=NNC(C(=C1)C1C(CCC1)C)=O)C)=O)=O